CN(C)CCO 2-(N,N-dimethylamino)ethanol